O=S1(CCN(CC1)C1=C(C(=NC(=C1F)F)NCC(=O)N[C@@H]1C(NC2=C(C(=N1)C1=CC=CC=C1)C=CC=C2)=O)F)=O 2-[[4-(1,1-dioxo-1,4-thiazinan-4-yl)-3,5,6-trifluoropyridin-2-yl]amino]-N-[(3S)-2-oxo-5-phenyl-1,3-dihydro-1,4-benzodiazepin-3-yl]acetamide